(R)-2-((6-(4-(Hydroxymethyl)phenyl)-7H-pyrrolo[2,3-d]pyrimidin-4-yl)(methyl)amino)-2-phenylethan-1-ol OCC1=CC=C(C=C1)C1=CC2=C(N=CN=C2N([C@@H](CO)C2=CC=CC=C2)C)N1